BrC=1C(N(C(=CC1OCC1=C(C=C(C=C1)F)CNC(=O)NC1CC1)C)C=1C=C(C(=O)O)C=CC1C)=O 3-[3-bromo-4-{[2-({[(cyclopropylamino)carbonyl]amino}methyl)-4-fluorobenzyl]oxy}-6-methyl-2-oxopyridin-1(2H)-yl]-4-methylbenzoic acid